C(C)(C)(C)C1=NN=C2N1N=C(C=C2NCC2=NC=CC=C2)NC(CC)CC 3-tert-butyl-N6-(1-ethylpropyl)-N8-(2-pyridylmethyl)-[1,2,4]triazolo[4,3-b]pyridazine-6,8-diamine